1-Bromodibenzo[b,d]furan-2-ol BrC1=C(C=CC=2OC3=C(C21)C=CC=C3)O